C1(CCCCC1)C1CC(OC=2C=C(C=C(C12)O)OC(C)CCCCC)(C)C 4-Cyclohexyl-7-heptan-2-yloxy-2,2-dimethyl-3,4-dihydrochromen-5-ol